COC1=CC=2N(C=C1)C(=CN2)C2=CC(=NC=N2)NCC2=CC=C(C=C2)C=2C=NN(C2)CCN2CCOCC2 [6-(7-methoxy-imidazo[1,2-a]pyridin-3-yl)-pyrimidin-4-yl]-{4-[1-(2-morpholin-4-yl-ethyl)-1H-pyrazol-4-yl]-benzyl}-amine